METHYL-5-PHENYL-2-PENTENENITRILE CC(C#N)=CCCC1=CC=CC=C1